C(C=C)OC(=O)N[C@@H](C(C)C)C(=O)N[C@@H](C)C(=O)NC1=CC=C(C=C1)CO N-[(prop-2-en-1-yloxy)carbonyl]-L-valinyl-N-[4-(hydroxymethyl)phenyl]-L-alaninamide